tert-butyl 4-(((6-amino-5-chloropyrimidin-4-yl) amino) methyl)-3,3-difluoropiperidine-1-carboxylate NC1=C(C(=NC=N1)NCC1C(CN(CC1)C(=O)OC(C)(C)C)(F)F)Cl